N-benzyl-2,6-diisopropylaniline C(C1=CC=CC=C1)NC1=C(C=CC=C1C(C)C)C(C)C